IC1=CC(=C(C=C1)C=1OC(=NN1)C1=NC(=NC(=C1)C)N1CC(CC1)C(F)(F)F)N1CCC2(CC2)CC1 2-(4-iodo-2-(6-azaspiro[2.5]octan-6-yl)phenyl)-5-(6-methyl-2-(3-(trifluoromethyl)pyrrolidin-1-yl)pyrimidin-4-yl)-1,3,4-oxadiazole